[Br].FC(N1CN(C=C1)CC)F 1-difluoromethyl-3-ethylimidazole bromine salt